COC(C=C)=O.CN1C(=NC(C=C1)=O)NC(=O)N methyl-2-ureido-4[1H]-pyrimidinone methyl-acrylate